N1=C(C=CC(=C1)N1CCC2CCCCC12)C1=NC=CC=C1 1-([2,2'-bipyridin]-5-yl)octahydro-1H-indole